(R)-8-chloro-4-((3-chloro-4-fluorophenyl)amino)-6-(((4-cyanothiophen-2-yl)(1-(2-methoxyethyl)-1H-1,2,3-triazol-4-yl)methyl)amino)quinoline-3-carbonitrile ClC=1C=C(C=C2C(=C(C=NC12)C#N)NC1=CC(=C(C=C1)F)Cl)N[C@H](C=1N=NN(C1)CCOC)C=1SC=C(C1)C#N